BrC1=CC=C(C=C1)C1(CC1)CCC(=O)OC(C)(C)C tert-butyl 3-(1-(4-bromophenyl)cyclopropyl)propanoate